[K+].C(C)OC(=S)[S-] ethylxanthate potassium